N1=C(C=CC(=C1)C(=O)OCC)C(=O)OCC diethyl 2,5-pyridinedicarboxylate